COCOC1CCC2(C(=C(CC12)CCCCCCCCCO)C1=CC=CC=C1)C(=C)C1=CC=CC=C1 9-(6-exo-(methoxymethoxy)-3-phenyl-3a-(1-phenylvinyl)-1,3a,4,5,6,6a-hexahydropentalen-2-yl)nonan-1-ol